BrC=1C=C(C(=NC1)N1CC(C1)N1CCCC1)N 5-Bromo-2-(3-(pyrrolidin-1-yl)azetidin-1-yl)pyridin-3-amine